(S)-11-amino-3-cyclopropyl-7-((S)-1,1,1-trifluoropropan-2-yl)-4,5,6,7-tetrahydroisoxazolo[4'',3'':6',7']cyclohepta[1',2':4,5]pyrrolo[2,3-d]pyrimidin-4-ol 2,2,2-trifluoroacetate FC(C(=O)O)(F)F.NC=1C2=C(N=CN1)N(C1=C2C=2C([C@H](CC1)O)=C(ON2)C2CC2)[C@H](C(F)(F)F)C